S(=O)(=O)=NC(ON1C(CC(CC1)SC1=NON=C1C1=NOC(N1C1=CC(=C(C=C1)F)Br)=O)C(C)(C)C)=O (tert-butyl 4-((4-(4-(3-bromo-4-fluorophenyl)-5-oxo-4,5-dihydro-1,2,4-oxadiazol-3-yl)-1,2,5-oxadiazol-3-yl) thio) piperidin-1-yl) sulfonylcarbamate